ClC=1C=NN(C(C1)=O)CC(CC=1C=CC(=C(C1)S(=O)(=O)N(C)C)C)O 5-[3-(4-chloro-6-oxo-pyridazin-1-yl)-2-hydroxy-propyl]-N,N,2-trimethyl-benzenesulfonamide